CN1C(=NN=C1)N1CCN(CC1)C(=O)OC(C)(C)C tert-butyl 4-(4-methyl-4H-1,2,4-triazol-3-yl)piperazine-1-carboxylate